(S)-2-((tert-butoxycarbonyl)amino)-3-morpholinopropanoic acid C(C)(C)(C)OC(=O)N[C@H](C(=O)O)CN1CCOCC1